C12CNCC(CC1)N2C2=NC=1CCN(CC1C=C2)C(CC2(CCCC2)C)=O 1-(2-(3,8-diazabicyclo[3.2.1]oct-8-yl)-7,8-dihydro-1,6-naphthyridin-6(5H)-yl)-2-(1-methylcyclopentyl)ethan-1-one